9-[(7-methoxynaphthalen-2-yl)oxy]-3,4,6,7,8,9-hexahydropyrido[2,1-c][1,2,4]thiadiazine 2,2-dioxide COC1=CC=C2C=CC(=CC2=C1)OC1CCCN2C1=NS(CC2)(=O)=O